S(=O)(=O)(O)NC1=CC=CC=C1 sulfophenylamine